4-Fluoro-N-(5-(1-oxo-2-propyl-1,2-dihydroisoquinolin-7-yl)pyrimidin-2-yl)benzamide FC1=CC=C(C(=O)NC2=NC=C(C=N2)C2=CC=C3C=CN(C(C3=C2)=O)CCC)C=C1